NC=1C(=CC=2C(=NC(N2)(F)F)C1)C(=O)O 6-amino-2,2-difluoro-1,3-benzodiazole-5-carboxylic acid